C12CCCCCCC(C1)C2 Bicyclo[6.1.1]decane